C(C)(C)(C)OC(=O)N1[C@H](C[C@@H](C1)N1N=C(C=2C1=NC=NC2N)C#CC2=CC1=C(N(C=N1)C)C=C2)COC (2r,4s)-4-(4-amino-3-((1-methyl-1H-benzo[d]imidazol-5-yl)ethynyl)-1H-pyrazolo[3,4-d]pyrimidin-1-yl)-2-(methoxymethyl)pyrrolidine-1-carboxylic acid tert-butyl ester